5-fluoro-2,3-dihydrobenzofuran-4-carboxamide FC1=CC=C2C(CCO2)=C1C(=O)N